N1(N=NC2=C1C=CC=C2)OC2=NC=C(C(=N2)C=2C=C1C(=NC2)CN(C1=O)[C@@H](C(=O)N[C@H](CO)C=1C=C(C=CC1)C)C)Cl (R)-2-(3-(2-((1H-benzo[d][1,2,3]triazol-1-yl)oxy)-5-chloropyrimidin-4-yl)-5-oxo-5H-pyrrolo[3,4-b]pyridin-6(7H)-yl)-N-((S)-2-hydroxy-1-(m-tolyl)ethyl)propionamide